COC(NC=1N=C(C2=C(N1)C(=NN2CC2=C(C=C(C=C2)CO)OC)F)NCCCC)=O (7-(butylamino)-3-fluoro-1-(4-(hydroxymethyl)-2-methoxybenzyl)-1H-pyrazolo[4,3-d]Pyrimidin-5-yl)carbamic acid methyl ester